3-[4-[[4-[4-[(3R,5R)-5-[(5-bromo-1-methyl-6-oxo-pyridazin-4-yl)amino]-1-methyl-3-piperidyl]benzoyl]piperazin-1-yl]methyl]pyrazol-1-yl]piperidine-2,6-dione BrC1=C(C=NN(C1=O)C)N[C@@H]1C[C@@H](CN(C1)C)C1=CC=C(C(=O)N2CCN(CC2)CC=2C=NN(C2)C2C(NC(CC2)=O)=O)C=C1